ClC=1C(=C(C=CC1F)N(C(=O)[C@H]1N(C(N(C1)CCO)=O)C1=NC(=CC(=C1)C(F)(F)F)C)C)F (4S)-N-(3-chloro-2,4-difluoro-phenyl)-1-(2-hydroxyethyl)-N-methyl-3-[6-methyl-4-(trifluoromethyl)-2-pyridinyl]-2-oxo-imidazolidine-4-carboxamide